C(C)C(C[O-])CCCC 2-ethyl-hexanolate